NC(C)(C)C1=CC(=NC(=C1)C1=CC=C(C=C1)F)O[C@H]1[C@@H]2CN([C@@H]2C1)C(=O)C=1C(=NN(C1)C1=NC=CC=N1)CC |o1:18,19,22| rel-((1R,4R,5R)-5-((4-(2-aminopropan-2-yl)-6-(4-fluorophenyl)pyridin-2-yl)oxy)-2-azabicyclo[2.2.0]hexan-2-yl)(3-ethyl-1-(pyrimidin-2-yl)-1H-pyrazol-4-yl)methanone